3-(1,1-Dimethyl-2,3-dihydro-1H-inden-4-yl)propanal CC1(CCC2=C(C=CC=C12)CCC=O)C